N[C@@H]1CCCC12CCN(CC2)C=2C(=NC(=C(C2)O)SC2=C(C(=CC=C2)Cl)Cl)CO 3-[(1R)-1-amino-8-azaspiro[4.5]dec-8-yl]-6-[(2,3-dichlorophenyl)thio]-5-hydroxy-2-pyridinemethanol